[Si](C)(C)(C(C)(C)C)OCC1=C(C=C(C=C1)C(CC1CC1)N(C=1SC(=C(N1)C1=C(C=C(C(=C1)C)OC)Cl)C)CC#C)F (1-(4-(((tert-butyldimethylsilyl)oxy)methyl)-3-fluorophenyl)-2-cyclopropylethyl)-4-(2-chloro-4-methoxy-5-methylphenyl)-5-methyl-N-(prop-2-yn-1-yl)thiazol-2-amine